C[Si]([O-])([O-])[O-].[K+].[K+].[K+] Potassium methylsilanetriolate